3-(4-methyl-3-{[(propan-2-yl)carbamoyl]-amino}phenyl)-1-phenylurea CC1=C(C=C(C=C1)NC(NC1=CC=CC=C1)=O)NC(NC(C)C)=O